trichloro(indenyl)titanium Cl[Ti](C1C=CC2=CC=CC=C12)(Cl)Cl